C(C)OC1=CC=CC=2C(C=3N=CC=4C=C5C(=CC4C3C12)C=CC=C5)(C)C ethoxy-5,5-dimethyl-5H-benzo[g]indeno[2,1-c]isoquinoline